NC1=NC=CC=C1C1=NC=2C(=NC(=CC2)N2N=CC=C2)N1C=1C=C2CC[C@@H](C2=CC1)NC(C1=CC=C(C=C1)C(F)F)=O (S)-N-(5-(2-(2-aminopyridin-3-yl)-5-(1H-pyrazol-1-yl)-3H-imidazo[4,5-b]pyridin-3-yl)-2,3-dihydro-1H-inden-1-yl)-4-(difluoromethyl)benzamide